FC1=CC(=C(C(=C1)C(C)C)NC(=O)NS(=O)(=O)C=1OC2=C(C1)/C(/CCC2)=N/O)C(C)C (E)-N-((4-fluoro-2,6-diisopropylphenyl)carbamoyl)-4-(hydroxyimino)-4,5,6,7-tetrahydrobenzofuran-2-sulfonamide